((3-Bromo-6-(3-(difluoromethyl)-4-fluorophenyl)-1H-pyrazolo[4,3-b]pyridin-1-yl)methyl)-5-methyl-1,3,4-oxadiazole BrC1=NN(C=2C1=NC=C(C2)C2=CC(=C(C=C2)F)C(F)F)CC=2OC(=NN2)C